COC=1C=C(C=O)C=C(C1C(=C)C)OC 3,5-dimethoxy-4-(1-methylvinyl)benzaldehyde